2H-thiochromen-7-ol S1CC=CC2=CC=C(C=C12)O